C(C=C)(=O)C1=CC(=C(C(=O)[O-])C=C1)O 4-acryloylhydroxybenzoate